The molecule is a steroid glucosiduronic acid that is 16-epiestriol having a single beta-D-glucuronic acid residue attached at position 16. It is a beta-D-glucosiduronic acid and a steroid glucosiduronic acid. It derives from a 16beta-hydroxyestradiol. It is a conjugate acid of a 16-epiestriol 16-O-(beta-D-glucuronide)(1-). C[C@]12CC[C@H]3[C@H]([C@@H]1C[C@@H]([C@@H]2O)O[C@H]4[C@@H]([C@H]([C@@H]([C@H](O4)C(=O)O)O)O)O)CCC5=C3C=CC(=C5)O